C(O)NC(C=C)=O N-methylol-acrylamide